(S)-4-(5-(5-fluoro-2-methoxypyridin-4-yl)-1H-pyrazole-3-carbonyl)-N-(2-(2-fluoro-2-methylpropyl)-2-azabicyclo[2.1.1]hexane-4-yl)-4-azaspiro[2.5]octane-7-carboxamide FC=1C(=CC(=NC1)OC)C1=CC(=NN1)C(=O)N1C2(CC2)C[C@H](CC1)C(=O)NC12CN(C(C1)C2)CC(C)(C)F